CC=1C=C2C(C=C(OC2=C(C1)C(C)NC1=C(C(=O)O)C=CC=C1)N1CCC2(CC1)C1=C(NC(O2)=O)N=CC=C1)=O 2-[1-[6-Methyl-4-oxo-2-(2-oxospiro[1H-pyrido[2,3-d][1,3]oxazine-4,4'-piperidine]-1'-yl)chromen-8-yl]ethylamino]benzoic acid